5-[2-(2,6-dichlorophenyl)-5-phenyl-1H-imidazol-4-yl]-3-isobutyl-3H-[1,2,3]triazolo[4,5-b]pyridine methanesulfonate CS(=O)(=O)O.ClC1=C(C(=CC=C1)Cl)C=1NC(=C(N1)C1=CC=C2C(=N1)N(N=N2)CC(C)C)C2=CC=CC=C2